CCCCCCCCCCCCCCCCCC/C=C\OC[C@H](COP(=O)([O-])OCC[N+](C)(C)C)O 1-(1Z-eicosenyl)-glycero-3-phosphocholine